6-bromo-5-(((1R,3s,5S)-6,6-difluorobicyclo[3.1.0]hexane-3-yl)amino)-N-methylpyrazine-2-sulfonamide BrC1=C(N=CC(=N1)S(=O)(=O)NC)NC1C[C@H]2C([C@H]2C1)(F)F